(4-(Aminomethyl)-3-methoxyphenyl)methanol NCC1=C(C=C(C=C1)CO)OC